ClC=1C(=CC(=C(C(=O)NS(=O)(=O)N2C[C@H](CC3=CC=CC=C23)C)C1)F)OCC1CCCC1 (S)-5-chloro-4-(cyclopentylmethoxy)-2-fluoro-N-((3-methyl-3,4-dihydroquinolin-1(2H)-yl)sulfonyl)benzamide